C(C)(C)(C)OC(=O)N1CCC(CC1)(C)C(N)=O.C(C)(C)(C)[Si](OCC1CC(C1)C=1C=CC=C2C(=CN=CC12)N1C(NC(CC1)=O)=O)(C)C 1-[8-[3-[[Tert-butyl-(dimethyl)silyl]oxymethyl]cyclobutyl]-4-isoquinolyl]hexahydropyrimidine-2,4-dione tert-butyl-4-carbamoyl-4-methylpiperidine-1-carboxylate